CC(C)[C@@]12[C@@H](OB(O1)C=1C(=CC(=C(C1)C1=CC=C3C(=CN=NC3=C1)N)N1N=CC=C1)OC)CCC2 |r| rac-7-{5-[(3AS,6AS)-3A-(PROPAN-2-YL)-HEXAHYDROCYCLOPENTA[D][1,3,2]DIOXABOROL-2-YL]-4-METHOXY-2-(1H-PYRAZOL-1-YL)PHENYL}CINNOLIN-4-AMINE